5-chloro-1'-(2-{[2-(1-methanesulfonylcyclopropyl)pyrimidin-5-yl]oxy}ethyl)-1,2-dihydrospiro[indole-3,4'-piperidin]-2-one ClC=1C=C2C(=CC1)NC(C21CCN(CC1)CCOC=1C=NC(=NC1)C1(CC1)S(=O)(=O)C)=O